N2-butyl-N2-methyl-1-(2-methylpropyl)-N4,N4-bis(phenylmethyl)-1H-imidazo[4,5-c]quinoline-2,4-diamine C(CCC)N(C=1N(C2=C(C(=NC=3C=CC=CC23)N(CC2=CC=CC=C2)CC2=CC=CC=C2)N1)CC(C)C)C